[Si](C)(C)(C(C)(C)C)OC1C(CCC1)N1C(C(=CC2=C1N=C(N=C2)NC=2C=C1CCN(CC1=CC2)C(=O)OC(C)(C)C)C#N)=O tert-butyl 6-((8-(2-((tert-butyldimethylsilyl)oxy)cyclopentyl)-6-cyano-7-oxo-7,8-dihydropyrido[2,3-d]pyrimidin-2-yl)amino)-3,4-dihydroisoquinoline-2(1H)-carboxylate